FC1=C(C(=O)NC2=NN(C=C2)CC2=C(C=CC=C2C(F)(F)F)F)C(=CC=C1)F 2,6-difluoro-N-(1-{[2-fluoro-6-(trifluoromethyl)phenyl]methyl}-1H-pyrazol-3-yl)benzamide